N-(2-chloroethyl)acetamide ClCCNC(C)=O